tert-butyl N-[4-chloro-3-[[2-fluoro-6-methyl-4-(2-phenylethynyl)phenyl]carbamoyl] phenyl]carbamate ClC1=C(C=C(C=C1)NC(OC(C)(C)C)=O)C(NC1=C(C=C(C=C1C)C#CC1=CC=CC=C1)F)=O